C(#N)[C@@H](C[C@@H]1C(NCCC1)=O)NC(=O)[C@H]1N(C[C@H]2[C@@H]1CC(C2)(F)F)C(=O)C=2NC1=C(C(=CC(=C1C2)F)C)F (1S,3aR,6aS)-N-((R)-1-cyano-2-((R)-2-oxopiperidin-3-yl)ethyl)-2-(4,7-difluoro-6-methyl-1H-indole-2-carbonyl)-5,5-difluorooctahydrocyclopenta[c]pyrrole-1-carboxamide